1-benzyl 2-methyl (2S,3R)-5-(((benzyloxy)imino)methyl)-3-(3-(4,4,5,5-tetramethyl-1,3,2-dioxaborolan-2-yl)propyl)pyrrolidine-1,2-dicarboxylate C(C1=CC=CC=C1)ON=CC1C[C@H]([C@H](N1C(=O)OCC1=CC=CC=C1)C(=O)OC)CCCB1OC(C(O1)(C)C)(C)C